CC(=CC(=O)OCC(O)CO)CCCC(CCCC(CCCC(C)C)C)C O-(3,7,11,15-tetramethylhexadec-2-enoyl)glycerol